NCC(CCC(=O)OCCCCC)=O pentyl 5-aminolevulinate